C1(=CC=CC=C1)C1=NC(=CC(=N1)C=1C=C(C=C(C1)N1C2=CC=CC=C2C=2C=C(C=CC12)C=1C=C(C=C(C#N)C1)C#N)N1C2=CC=CC=C2C=2C=C(C=CC12)C=1C=C(C=C(C#N)C1)C#N)C1=CC=CC=C1 5,5'-((5-(2,6-diphenylpyrimidin-4-yl)-1,3-phenylene)bis(9H-carbazole-9,3-diyl))diisophthalonitrile